CC(=CCCC1=CC=NC=C1)CCC=C(C)C 4-(4,8-Dimethyl-3,7-nonadienyl)-pyridine